methyl (S)-3-((cyanomethyl)amino)-4-(2,2-difluoro-7-((5-methoxy-7-methyl-1H-indol-4-yl)methyl)-7-azaspiro[3.5]nonan-6-yl)benzoate C(#N)CNC=1C=C(C(=O)OC)C=CC1[C@@H]1CC2(CC(C2)(F)F)CCN1CC1=C2C=CNC2=C(C=C1OC)C